4-(4-acryloyl-2-methylpiperazin-1-yl)-6-cyclopropyl-7-(1,5-dimethyl-6-oxo-1,6-dihydropyridin-3-yl)-1-(2-isopropyl-4-methylpyridin-3-yl)pyrido[2,3-d]pyrimidin-2(1H)-one C(C=C)(=O)N1CC(N(CC1)C=1C2=C(N(C(N1)=O)C=1C(=NC=CC1C)C(C)C)N=C(C(=C2)C2CC2)C2=CN(C(C(=C2)C)=O)C)C